N-[(4,5-difluoro-1H-benzimidazol-2-yl)methyl]-8-(2,2-difluorocyclopropyl)-2-(4-methylpiperazin-1-yl)pyrazolo[1,5-a][1,3,5]triazin-4-amine FC1=C(C=CC=2NC(=NC21)CNC2=NC(=NC=1N2N=CC1C1C(C1)(F)F)N1CCN(CC1)C)F